COC(C1CCN(CC1)C1=CC=C(C(=C1)NC)N)OC 5-(4-(dimethoxymethyl)piperidin-1-yl)-N1-methylbenzene-1,2-diamine